C(C)OC1=CC=C(C=N1)C1=NC(=CC=C1)C(=O)NCCC=1C(=NC=C(C1)OC)F 6'-ethoxy-N-(2-(2-fluoro-5-methoxypyridin-3-yl)ethyl)-[2,3'-bipyridine]-6-carboxamide